C1(CCCC1)N1C(N(C=2C=NC(=CC21)NC2=NC=CC=C2)C)=O 1-cyclopentyl-3-methyl-6-(pyridin-2-ylamino)-1,3-dihydro-2H-imidazo[4,5-c]pyridin-2-one